C1N(CC12CCC2)C=2N=CC1=C(N2)C=CN=C1 (2-azaspiro[3.3]heptan-2-yl)pyrido[4,3-d]pyrimidin